trifluoromethyl propyl sulfate S(=O)(=O)(OC(F)(F)F)OCCC